CC=1C(=NN(C1)CC(=O)OC(C)(C)C)NC=1SC(=CN1)C(NC1=C2C=NN(C2=CC=C1C)C1OCCCC1)=O tert-butyl 2-[4-methyl-3-[[5-[(5-methyl-1-tetrahydropyran-2-yl-indazol-4-yl)carbamoyl]thiazol-2-yl]amino]pyrazol-1-yl]acetate